(3S)-1-(1-(6-bromopyridin-3-yl)ethyl)piperidin-3-ol indium (i) iodide [I-].[In+].BrC1=CC=C(C=N1)C(C)N1C[C@H](CCC1)O